ClC(C(=O)C=1C=C2CC(NC2=CC1)=O)Cl 5-(2,2-dichloro-acetyl)-1,3-dihydro-indol-2-one